C(CCCCCCCCCCCCCCCCC)N(C(CN)=O)CCCCCCCCCCCCCCCCCC N,N-dioctadecylglycinamide